NC1=NC2=CC(=CC=C2C=C1F)CN(C(=O)C=1C=NN(C1)C)C1=C(C=CC=C1)S(=O)(=O)C N-[(2-amino-3-fluoroquinolin-7-yl)methyl]-N-(2-methanesulfonylphenyl)-1-methyl-1H-pyrazole-4-carboxamide